tetradecyl tetrafluorodecyl-sulfonate FC(CCCCCCCCC(F)(F)F)S(=O)(=O)OCCCCCCCCCCCCCC